O=C1N(CC2=CC=CC=C2C12CCN(CC2)C2CCC(CC2)=C(C)C)CCNS(=O)(=O)C N-(2-(3-oxo-1'-(4-(propan-2-ylidene)cyclohexyl)-1H-spiro[isoquinoline-4,4'-piperidin]-2(3H)-yl)ethyl)methanesulfonamide